FC(C(=O)O)(F)F.C(#N)C1=C(C=C(OCC2(CNC2)NC(OCC2=CC=CC=C2)=O)C=C1)F benzyl (3-((4-cyano-3-fluorophenoxy)methyl)azetidin-3-yl)carbamate trifluoroacetate